bis[4-(4-aminophenoxy) phenyl] keton NC1=CC=C(OC2=CC=C(C=C2)C(=O)C2=CC=C(C=C2)OC2=CC=C(C=C2)N)C=C1